2-[(2-{4-[2-(dimethylamino)ethoxy]pyridin-2-yl}-5H,6H,7H-cyclopenta[d]pyrimidin-4-yl)(methyl)amino]-1-(pyrrolidin-1-yl)ethan-1-one CN(CCOC1=CC(=NC=C1)C=1N=C(C2=C(N1)CCC2)N(CC(=O)N2CCCC2)C)C